(S)-tert-butyl 1-(3-(N-tert-butylsulfamoyl) phenylamino)-1-oxo-3-phenylpropan-2-ylcarbamate C(C)(C)(C)NS(=O)(=O)C=1C=C(C=CC1)NC([C@H](CC1=CC=CC=C1)NC(OC(C)(C)C)=O)=O